C(C)(C)C1=C(NC2=CC=C(C=C12)C1CCC(CC1)C(=O)N1CCOCC1)C=1C=C(C=2N(C1)N=CN2)C (4-(3-Isopropyl-2-(8-methyl-[1,2,4]triazolo[1,5-a]pyridin-6-yl)-1H-indol-5-yl)cyclohexyl)(morpholino)methanon